((4,6-dicyclohexylpyrimidin-5-yl)amino)nicotinamide C1(CCCCC1)C1=NC=NC(=C1NC1=C(C(=O)N)C=CC=N1)C1CCCCC1